5-fluoro-3-((1-(2-(2-methoxyphenoxy)ethyl)-1H-indol-3-yl)methylene)indolin-2-one FC=1C=C2C(C(NC2=CC1)=O)=CC1=CN(C2=CC=CC=C12)CCOC1=C(C=CC=C1)OC